(4-(6-((1-ethyl-1H-indazol-6-yl)methoxy)pyridin-2-yl)piperidin-1-yl)methan C(C)N1N=CC2=CC=C(C=C12)COC1=CC=CC(=N1)C1CCN(CC1)C